(S)-N-((1R,2R)-1-(2,3-dihydrobenzo[b][1,4]dioxin-6-yl)-1-hydroxy-3-(piperidin-1-yl)propan-2-yl)-1-(4-fluorophenyl)pyrrolidine-3-carboxamide O1C2=C(OCC1)C=C(C=C2)[C@H]([C@@H](CN2CCCCC2)NC(=O)[C@@H]2CN(CC2)C2=CC=C(C=C2)F)O